CN1[C@@H]([C@@H]2C[C@@H]2C1)CO ((1R,2S,5S)-3-methyl-3-azabicyclo[3.1.0]hexan-2-yl)methanol